(S)-2-(6-cyclopropyl-1-(2-isopropyl-4-methylpyridin-3-yl)-4-(2-methylpiperazin-1-yl)-2-oxo-1,2-dihydropyrido[2,3-d]pyrimidin-7-yl)-6-methoxyphenyl acetate C(C)(=O)OC1=C(C=CC=C1OC)C=1C(=CC2=C(N(C(N=C2N2[C@H](CNCC2)C)=O)C=2C(=NC=CC2C)C(C)C)N1)C1CC1